4-[2-(2,4-DIFLUOROANILINO)THIAZOL-4-YL]-4-ETHOXYCARBONYL-HEXANOIC ACID FC1=C(NC=2SC=C(N2)C(CCC(=O)O)(CC)C(=O)OCC)C=CC(=C1)F